(1R,3S)-3-{3-[(1,2-oxazol-3-ylacetyl)amino]-1H-pyrazol-5-yl}cyclopentyl[(1S)-1-cyclopropylethyl]carbamate O1N=C(C=C1)CC(=O)NC1=NNC(=C1)[C@@H]1C[C@@H](CC1)N(C([O-])=O)[C@@H](C)C1CC1